ClC1=CC(=C(C=C1Cl)N1C=CC=C1)[N+](=O)[O-] 1-(4,5-dichloro-2-nitrophenyl)-1H-pyrrole